FC1=CC(=C(C=C1)N1CN(C(C2=C1N=C(C=C2)C(F)(F)F)=O)C2=C(NC(C=C2)=O)C)C 1-(4-fluoro-2-methylphenyl)-3-(2-methyl-6-oxo-1,6-dihydropyridin-3-yl)-7-(trifluoromethyl)-2,3-dihydropyrido[2,3-d]pyrimidin-4(1H)-one